C1(CC1)COC1=C(OC2C3CN(CC2CC3)C=3N=NC(=CC3)C(F)(F)F)C=CC(=C1)C(F)(F)F (8-cis)-8-(2-cyclopropylmethoxy-4-trifluoromethyl-phenoxy)-3-(6-trifluoromethyl-pyridazin-3-yl)-3-azabicyclo[3.2.1]octane